C1OCC12CN(C2)C2=NC=CC(=N2)COC2=CC=C(C=C2)C(C)(C)C2=CC=C(OC1CC(C1)NC=1C=C3C(N(C(C3=CC1)=O)C1C(NC(CC1)=O)=O)=O)C=C2 5-(((1r,3r)-3-(4-(2-(4-((2-(2-oxa-6-azaspiro[3.3]heptane-6-yl)pyrimidin-4-yl)methoxy)phenyl)propan-2-yl)phenoxy)cyclobutyl)amino)-2-(2,6-dioxopiperidin-3-yl)isoindolin-1,3-dione